ethyl 6-(benzyloxy)-4-(methoxymethyl)-9H-pyrido[3,4-b]indole-3-carboxylate C(C1=CC=CC=C1)OC=1C=C2C3=C(NC2=CC1)C=NC(=C3COC)C(=O)OCC